N-(2-aminophenyl)-3,5-dinitrobenzamide NC1=C(C=CC=C1)NC(C1=CC(=CC(=C1)[N+](=O)[O-])[N+](=O)[O-])=O